CC=1C=C(C=NNC2=C3N=CN(C3=NC(=N2)N2CCOCC2)C=2C=NC(=CC2)C)C=CC1 4-(6-(2-(3-methylbenzylidene)hydrazinyl)-9-(6-methylpyridin-3-yl)-9H-purin-2-yl)morpholine